O=S1(N(CC(N1)=O)C1=C(C=C(C=C1O)NS(NC1=CC=CC=C1)(=O)=O)F)=O N-[4-(1,1-dioxido-4-oxo-1,2,5-thiadiazolidin-2-yl)-3-fluoro-5-hydroxyphenyl]-N'-phenylsulfuric diamide